2-amino-3-methoxymethylquinoline-6-carboxylic acid NC1=NC2=CC=C(C=C2C=C1COC)C(=O)O